(1r,4r)-4-amino-N-(3-((5-chloro-4-(1H-indol-3-yl)pyrimidin-2-yl)amino)phenyl)cyclohexanecarboxamide NC1CCC(CC1)C(=O)NC1=CC(=CC=C1)NC1=NC=C(C(=N1)C1=CNC2=CC=CC=C12)Cl